C(CCCCCCCCC(=O)[O-])CCCCCCCCO ω-hydroxyoctadecanoate